N=1CCCC(CC1)=O Azepin-5(2H,4H,6H)-one